N-(1H-indazol-3-yl)-5-methoxy-2,2-dimethyl-2H-chromen-6-carboxamide N1N=C(C2=CC=CC=C12)NC(=O)C=1C(=C2C=CC(OC2=CC1)(C)C)OC